COC=1C=CC(=C(C1)NC1=NC=CC(=N1)NC1=CC=C(C=C1)C=1C=NN(C1)COCC[Si](C)(C)C)[N+](=O)[O-] N2-(5-methoxy-2-nitrophenyl)-N4-(4-(1-((2-(trimethylsilyl)ethoxy)methyl)-1H-pyrazol-4-yl)phenyl)pyrimidine-2,4-diamine